N-((S)-(7-((R)-Cyclopropyl(2-((R*)-2,2-difluorocyclopropyl)acetamido)methyl)imidazo[1,2-a]pyrimidin-2-yl)(4,4-difluorocyclohexyl)methyl)-3-(trifluoromethyl)isoxazole-4-carboxamide C1(CC1)[C@H](C1=NC=2N(C=C1)C=C(N2)[C@@H](NC(=O)C=2C(=NOC2)C(F)(F)F)C2CCC(CC2)(F)F)NC(C[C@H]2C(C2)(F)F)=O |o1:37|